C(CC)N1N=CC(=C1)C=1C2=C(N=C(N1)NC1=CC=C(C(=O)NCCCNC(OC(C)(C)C)=O)C=C1)NC=C2 tert-butyl (3-(4-((4-(1-propyl-1H-pyrazol-4-yl)-7H-pyrrolo[2,3-d]pyrimidin-2-yl)amino)benzamido)propyl)carbamate